CN1C(N(C2=C1C(=CC=C2)N2CCC(CC2)OC2CCNCC2)C2C(NC(CC2)=O)=O)=O 3-[3-Methyl-2-oxo-4-[4-(4-piperidyloxy)-1-piperidyl]benzimidazol-1-yl]piperidine-2,6-dione